NCC(=O)NC=1C(=C(C(=O)N[C@H](C)C2=CC=CC3=CC=CC=C23)C=CC1)CO (R)-3-(2-aminoacetamido)-2-(hydroxymethyl)-N-(1-(naphthalen-1-yl)ethyl)benzamide